N-[3-[[1-(1,3-benzothiazol-2-yl)-2-(3-cyanophenyl)ethyl]sulfamoyl]phenyl]-1-methyl-triazole-4-carboxamide S1C(=NC2=C1C=CC=C2)C(CC2=CC(=CC=C2)C#N)NS(=O)(=O)C=2C=C(C=CC2)NC(=O)C=2N=NN(C2)C